tert-butyl (S)-(1-(5-((4-(4-morpholino-7-((2-(trimethylsilyl)ethoxy)methyl)-7H-pyrrolo[2,3-d]pyrimidin-6-yl)phenyl)amino)pyrimidin-2-yl)piperidin-3-yl)carbamate O1CCN(CC1)C=1C2=C(N=CN1)N(C(=C2)C2=CC=C(C=C2)NC=2C=NC(=NC2)N2C[C@H](CCC2)NC(OC(C)(C)C)=O)COCC[Si](C)(C)C